N1C(=NCC12CCNCC2)C=2C(=NC(=NC2)NC2=CC1=C(C(OC1(C)C)=O)C=C2)N[C@H](CO)C2=CC=CC=C2 5-[(5-{1,8-diaza-3-azaspiro[4.5]dec-2-en-2-yl}-4-{[(1S)-2-hydroxy-1-phenylethyl]amino}pyrimidin-2-yl)amino]-3,3-dimethyl-1,3-dihydro-2-benzofuran-1-one